COC[C@H]1N(CC(C1)C1=CC=C(C=C1)C(F)(F)F)C1=NC=C(C(=O)O)C=C1 6-((2S)-2-(methoxymethyl)-4-(4-(trifluoromethyl)phenyl)pyrrolidin-1-yl)nicotinic acid